((1S,2R,3R,4R)-1-(aminomethyl)-2,3-dihydroxy-6,8-dioxabicyclo[3.2.1]oct-4-yl)pyridin-2(1H)-one NC[C@@]12[C@@H]([C@@H]([C@H](C(OC1)O2)N2C(C=CC=C2)=O)O)O